FC=1C=C(CN2CCN(CC2)CC2=CC=3N(C=C2)N=CC3N3C(NC(CC3)=O)=O)C=CC1 1-(5-((4-(3-fluorobenzyl)piperazin-1-yl)methyl)pyrazolo[1,5-a]pyridin-3-yl)dihydropyrimidine-2,4(1H,3H)-dione